4-amino-7-fluoro-N,1-dimethyl-N-((5-(1-(trifluoromethyl)-1H-pyrazol-4-yl)-2-pyridinyl)methyl)-1H-pyrazolo[4,3-c]quinoline-8-carboxamide NC1=NC=2C=C(C(=CC2C2=C1C=NN2C)C(=O)N(CC2=NC=C(C=C2)C=2C=NN(C2)C(F)(F)F)C)F